benzyl 4-(4,5,6,7-tetrahydropyrazolo[3,4-c]pyridin-2-yl)piperidine-1-carboxylate N=1N(C=C2C1CNCC2)C2CCN(CC2)C(=O)OCC2=CC=CC=C2